C=C(CS(=O)(=O)O)CS(=O)(=O)O 2-methylene-1,3-propylenedisulphonic acid